CC1(CCCC2=C(OC=C2)C1NC1=C(C(C1=O)=O)NC1=C(C(=NC=C1)C(=O)N(C)C)O)C 4-((2-((7,7-dimethyl-5,6,7,8-tetrahydro-4H-cyclohepta[b]furan-8-yl)amino)-3,4-dioxocyclobut-1-en-1-yl)amino)-3-hydroxy-N,N-dimethylpicolinamide